O[C@H](COC=1C=C(C=CC1)S(=O)(=O)NC)CN[C@H]1COC2(C1)CCN(CC2)C2=NC=CC(=N2)C2=CC=CC=C2 3-((S)-2-hydroxy-3-((R)-8-(4-phenylpyrimidin-2-yl)-1-oxa-8-azaspiro[4.5]decan-3-ylamino)propoxy)-N-methylbenzenesulfonamide